ClC=1C(=CC(=NC1)NC(=O)C1C[C@@H]2[C@@H](CNC2)C1)C=1C=C(N2CC(CC12)(C)C)C#N (3aR,6aS)-N-(5-chloro-4-(5-cyano-2,2-dimethyl-2,3-dihydro-1H-pyrrolizin-7-yl)pyridin-2-yl)octahydrocyclopenta[c]pyrrole-5-carboxamide